(2-benzyloxy-4,6-dihydroxy-phenyl)-[(3R)-3-hydroxy-1-piperidinyl]methanone C(C1=CC=CC=C1)OC1=C(C(=CC(=C1)O)O)C(=O)N1C[C@@H](CCC1)O